hexadecyl acrylate phosphate P(=O)(O)(O)O.C(C=C)(=O)OCCCCCCCCCCCCCCCC